C(C=1C(C(=O)[O-])=CC(C(=O)[O-])=CC1)(=O)OC1=CC=C(C=C1)OC(C=1C(C(=O)[O-])=CC(C(=O)[O-])=CC1)=O p-phenylene bistrimellitate